ClC1=C(C=C(C=C1)NC(=O)[C@@H]1C([C@H]1C1=CC(=CC(=C1)Cl)Cl)(Cl)Cl)NC(=O)[C@@H]1OCCC1 |&1:26| trans-rac-N-(2-Chloro-5-(2,2-dichloro-3-(3,5-dichlorophenyl)cyclopropane-1-carboxamido)phenyl)tetrahydrofuran-2-carboxamide